(2-fluoro-4-((3-fluorobenzyl)oxy)phenyl)methanol FC1=C(C=CC(=C1)OCC1=CC(=CC=C1)F)CO